ClC=1C(=C(OC2CCC(CC2)(C(=O)O)CC2=NC(=CC=C2)NC=2SC=CN2)C=CC1)F 4-(3-chloro-2-fluoro-phenoxy)-1-[[6-(thiazol-2-ylamino)-2-pyridyl]methyl]cyclohexanecarboxylic acid